N-((2,6-Diisopropylphenyl)carbamoyl)1H-indazol-6-amin C(C)(C)C1=C(C(=CC=C1)C(C)C)NC(=O)NC1=CC=C2C=NNC2=C1